(2S,4R)-4-((tert-butoxycarbonyl)(phenethyl)amino)pyrrolidine-2-carboxylic acid C(C)(C)(C)OC(=O)N([C@@H]1C[C@H](NC1)C(=O)O)CCC1=CC=CC=C1